4-(benzyloxy)butanol C(C1=CC=CC=C1)OCCCCO